racemic-7-sec-pentoxychromone [C@@H](C)(CCC)OC1=CC=C2C(C=COC2=C1)=O |r|